(S)-N-((S)-2-(adamantan-1-yl)-1-cyanoethyl)-2-methylpropane-2-sulfinamide C12(CC3CC(CC(C1)C3)C2)C[C@@H](C#N)N[S@@](=O)C(C)(C)C